(S)-4-(2,2-Difluoro-7-((5-methoxy-7-methyl-1H-indol-4-yl)methyl)-7-azaspiro[3.5]nonan-6-yl)-2-(methylamino)benzoic acid FC1(CC2(C1)C[C@H](N(CC2)CC2=C1C=CNC1=C(C=C2OC)C)C2=CC(=C(C(=O)O)C=C2)NC)F